2-(piperidine-2-yl)-2-(p-tolyl)acetic acid methyl ester hydrochloride Cl.COC(C(C1=CC=C(C=C1)C)C1NCCCC1)=O